FC(C=1C=CC(=C(C(=O)NC=2C(=NN(C(C2)=O)C)C2=C(C=CC=C2)C(C)C)C1)F)F 5-(difluoromethyl)-2-fluoro-N-[3-(2-isopropylphenyl)-1-methyl-6-oxo-1,6-dihydro-4-pyridazinyl]benzamide